The molecule is a tetracyclic triterpenoid that is 25,26,27-trinorlanost-8-en-24-oic acid substituted by hydroxy groups at positions 3 and 7 and oxo groups at positions 11 and 15 respectively (the 3beta,5alpha,7beta stereoisomer). Isolated from the fruiting bodies of Ganoderma lucidum, it exhibits cytotoxicity against tumour cells. It has a role as a metabolite, an EC 3.1.1.8 (cholinesterase) inhibitor and an antineoplastic agent. It is a tetracyclic triterpenoid, a cyclic terpene ketone, a dioxo monocarboxylic acid and a secondary alcohol. C[C@H](CCC(=O)O)[C@H]1CC(=O)[C@@]2([C@@]1(CC(=O)C3=C2[C@H](C[C@@H]4[C@@]3(CC[C@@H](C4(C)C)O)C)O)C)C